C1(=CC=CC=C1)C=1C(=C(C(OC1)C(C)(C)C)C1=CC=CC=C1)C(C)(C)C diphenyl-(2,4-di-tert-butyl)pyran